ClC1=NC(=NC(=C1)N1CC([C@H](C1)OC1=CC2=C(C=N1)C=NN2CC(F)(F)F)(F)F)C#N (S)-4-chloro-6-(3,3-difluoro-4-((1-(2,2,2-trifluoroethyl)-1H-pyrazolo[4,3-c]pyridin-6-yl)oxy)pyrrolidin-1-yl)pyrimidine-2-carbonitrile